2-azacyclohexane C1NCCCC1